C[C@@H]1CN(CCN1)C=1C=NC(=NC1)N1C[C@H]2N(C=3C(=NN=C(C3)C3=C(C=CC=C3)O)NC2)CC1 2-((S)-8-(5-((R)-3-methylpiperazin-1-yl)pyrimidin-2-yl)-6,6a,7,8,9,10-hexahydro-5H-pyrazino[1',2':4,5]pyrazino[2,3-c]pyridazin-2-yl)phenol